tert-Butyl 2-bromo-5-((1-ethoxy-2-methyl-1-oxopropan-2-yl)thio)-1H-indole-1-carboxylate BrC=1N(C2=CC=C(C=C2C1)SC(C(=O)OCC)(C)C)C(=O)OC(C)(C)C